maleimidobutyloxysuccinimide C1(C=CC(N1CCCCOC1C(=O)NC(C1)=O)=O)=O